5-Oxo-5H-[1,3,4]thiadiazol O=C1N=NCS1